2-[[(E)-3-naphthalen-2-ylbut-2-enoyl]amino]benzoic acid C1=C(C=CC2=CC=CC=C12)/C(=C/C(=O)NC1=C(C(=O)O)C=CC=C1)/C